4-ethynyl-4-hydroxy-3-methoxycyclohex-2,5-dien-1-one C(#C)C1(C(=CC(C=C1)=O)OC)O